C1(=CC=CC=C1)N1C2=CC=CC=C2C=2C=C(C=CC12)C1=CC=C(C=C1)C=1C2=CC=CC=C2C(=C2C=CC=CC12)C1=CC=CC=C1 9-phenyl-3-[4-(10-phenyl-9-anthracyl)phenyl]-9H-carbazole